1-(3-((tert-butyldimethylsilyl)oxy)cyclobutyl)-2-(trifluoromethyl)-1H-pyrrolo[2,3-b]pyridine [Si](C)(C)(C(C)(C)C)OC1CC(C1)N1C(=CC=2C1=NC=CC2)C(F)(F)F